bis(1,2,2,6,6-pentamethylpiperidin-4-yl)sebacate CN1C(CC(CC1(C)C)OC(CCCCCCCCC(=O)OC1CC(N(C(C1)(C)C)C)(C)C)=O)(C)C